(3-methylphenyl)cyclobutanecarbohydrazide CC=1C=C(C=CC1)C1(CCC1)C(=O)NN